OC1C(=NC=C(C1=O)CCN1C(C=2C(C1=O)=CC(=CC2)OCC2=CC=C(C=C2)F)=O)C N-(2-(3-hydroxy-2-methyl-4-oxo-pyridyl)ethyl)-4-(4-fluorobenzyloxy)phthalimide